The molecule is a benzoate ester that is the ethyl ester of 3-aminobenzoic acid. Used (in the form of its methanesulfonate salt) as an anaesthetic for fish. It has a role as a general anaesthetic. It is a benzoate ester and a substituted aniline. It derives from a 3-aminobenzoic acid. It is a conjugate base of a tricaine(1+). CCOC(=O)C1=CC(=CC=C1)N